6-{5-chloro-2-[(oxan-4-yl)amino]pyrimidin-4-yl}-2-{2-[5-(hydroxymethyl)-1-methyl-1,2,3,4-tetrahydroisoquinolin-2-yl]-2-oxoethyl}-2,3-dihydro-1H-isoindol-1-one ClC=1C(=NC(=NC1)NC1CCOCC1)C1=CC=C2CN(C(C2=C1)=O)CC(=O)N1C(C2=CC=CC(=C2CC1)CO)C